C(CCC(=O)OCC)(=O)OC(C)C1CCCC1 Succinic acid, 1-cyclopentylethyl ethyl ester